ClC=1C(=C2CC(CC2=CC1)NC1=CC=C(C=N1)[C@@H](C(F)(F)F)N(C(=O)[C@@H]1CNC(CC1)=O)C)F (3S)-N-((1S)-1-(6-((5-chloro-4-fluoro-2,3-dihydro-1H-inden-2-yl)amino)pyridin-3-yl)-2,2,2-trifluoroethyl)-N-methyl-6-oxopiperidine-3-carboxamide